5-(5-((R)-1-(3,5-dimethylpyridazin-4-yl)ethoxy)-1H-indazol-3-yl)-2-((S)-3-hydroxypyrrolidin-1-yl)nicotinonitrile CC=1N=NC=C(C1[C@@H](C)OC=1C=C2C(=NNC2=CC1)C=1C=NC(=C(C#N)C1)N1C[C@H](CC1)O)C